tristearyl-tin naphthate C1(=CC=CC2=CC=CC=C12)C(=O)[O-].C(CCCCCCCCCCCCCCCCC)[Sn+](CCCCCCCCCCCCCCCCCC)CCCCCCCCCCCCCCCCCC